tetrahydro-1,3,5-triazin N1CNCN=C1